2-(4-(aminomethyl)-3-(trifluoromethyl)phenyl)-N-(3-(piperidin-1-yl)propyl)benzo[d]imidazo[2,1-b]thiazole-7-carboxamide NCC1=C(C=C(C=C1)C=1N=C2SC3=C(N2C1)C=CC(=C3)C(=O)NCCCN3CCCCC3)C(F)(F)F